tert-butyl (5-methyl-2-(oxetan-3-yl)-4,5-dihydro-2H-pyrazolo[4,3-c]quinolin-6-yl)carbamate CN1CC=2C(C=3C=CC=C(C13)NC(OC(C)(C)C)=O)=NN(C2)C2COC2